6-[4-[[4-(3-Hydroxyphenyl)naphthalen-1-yl]methyl]piperazin-1-yl]-N-(3,3,3-trifluoropropylsulfonyl)pyridazine-3-carboxamide OC=1C=C(C=CC1)C1=CC=C(C2=CC=CC=C12)CN1CCN(CC1)C1=CC=C(N=N1)C(=O)NS(=O)(=O)CCC(F)(F)F